O[C@@H](CC1=NOC(=N1)CN1C(NC=C(C1=O)C)=O)C1=CC=C(C=C1)C (S)-3-((3-(2-hydroxy-2-(4-methylphenyl)ethyl)-1,2,4-oxadiazol-5-yl)methyl)-5-methylpyrimidine-2,4(1H,3H)-dione